(E)-4-(Nitroxy)-3-(((quinolin-8-ylmethylene)amino)oxy)3-methoxybenzoic acid butyl ester C(CCC)OC(C=1CC(C(=CC1)O[N+](=O)[O-])(OC)O/N=C/C=1C=CC=C2C=CC=NC12)=O